4-((4-((2-methoxy-3-(1-methyl-1H-1,2,4-triazol-3-yl)phenyl)amino)-5-propionylpyridin-2-yl)amino)-1-methylpyrimidin-2(1H)-one COC1=C(C=CC=C1C1=NN(C=N1)C)NC1=CC(=NC=C1C(CC)=O)NC1=NC(N(C=C1)C)=O